FC1(CN(CC(C1)NC=1OC(=NN1)C=1C(=CC2=C(N(C([C@H](CS2(=O)=O)N)=O)CC2=CC=C(C=C2)Cl)C1)F)C(=O)OC)F methyl 3,3-difluoro-5-[[5-[(3R)-3-amino-5-[(4-chlorophenyl)methyl]-8-fluoro-1,1,4-trioxo-2,3-dihydro-1λ6,5-benzothiazepin-7-yl]-1,3,4-oxadiazol-2-yl]amino]piperidine-1-carboxylate